C(C)(C)O\N=C(/C)\C=1C(N(C=C(C1)CCC1=C(C=CC=C1)OC)C(C(=O)NC(C)C)C)=O (E)-2-(3-(1-(isopropoxyimino)ethyl)-5-(2-methoxyphenethyl)-2-oxopyridin-1(2H)-yl)-N-isopropylpropanamide